FC1=CC=C2C(NN=C(C2=C1)C1=CC2=C(NC(=N2)NC(OCCF)=O)C=C1)=O 2-Fluoroethyl (5-(7-fluoro-4-oxo-3,4-dihydrophthalazin-1-yl)-1H-benzimidazol-2-yl)carbamate